C(C1=CC=CC=C1)C(=O)CC1=CC=CC=C1 Dibenzyl ketone